Cl.Cl.C(C)N1C(=NC2=C1C=CC=C2)CCN 2-(1-ethyl-1H-benzo[d]imidazol-2-yl)ethan-1-amine dihydrochloride